ClC1=CC=C(CN2N(C3=C(CN(CC3)CC3=CC(=CC(=C3)F)F)C2=O)C[C@@H](C)O)C=C1 (R)-2-(4-chlorobenzyl)-5-(3,5-difluorobenzyl)-1-(2-hydroxypropyl)-1,2,4,5,6,7-hexahydro-3H-pyrazolo[4,3-c]pyridin-3-one